O1CCC2=C1C=CC(=C2)S(=O)(=N)C=2C=C1C=NN(C(C1=CC2)=O)CC=2C=NC(=CC2)OC 6-(2,3-dihydrobenzofuran-5-sulfonimidoyl)-2-((6-methoxypyridin-3-yl)methyl)phthalazin-1(2H)-one